Cl.C[C@H]1C[C@H](CNC1)O |r| rac-(3R,5S)-5-methylpiperidin-3-ol hydrochloride